tert-Butyl-N-[[3-methyl-4-methylsulfanyl-7-[4-(trifluoromethoxy)phenyl]benzimidazol-5-yl]methyl]carbamate C(C)(C)(C)OC(NCC1=C(C2=C(N=CN2C)C(=C1)C1=CC=C(C=C1)OC(F)(F)F)SC)=O